tert-Butyl 2-(3-acetyl-7-allyl-5-((5-methylpyrimidin-2-yl)oxy)-1H-indazol-1-yl)acetate C(C)(=O)C1=NN(C2=C(C=C(C=C12)OC1=NC=C(C=N1)C)CC=C)CC(=O)OC(C)(C)C